C(C)C(CO)C(CC(C)O)CC 2-ethyl-3-ethyl-1,5-hexanediol